COCCN(C)CC1=NC=C(N1C)C(=O)OC1=CC=CC=C1 phenyl 2-{[(2-methoxy-ethyl)-methyl-amino]-methyl}-3-methyl-3H-imidazole-4-carboxylate